5-(1-(cyclohexylmethyl)piperidin-3-yl)-2-(isoquinolin-5-yl)-2,4-dihydro-3H-1,2,4-triazol-3-one C1(CCCCC1)CN1CC(CCC1)C=1NC(N(N1)C1=C2C=CN=CC2=CC=C1)=O